1-hydroxy-2-naphthalenehydroxamic acid OC1=C(C=CC2=CC=CC=C12)C(=O)NO